OC=1C=C2CC[C@@H]([C@@H](C2=CC1)C1=CC=C(C=C1)N1CCCCC1)CCC 1-(4-((1R,2S)-6-Hydroxy-2-propyl-1,2,3,4-tetrahydronaphthalen-1-yl)phenyl)piperidine